tert-butyl (2S,6S)-4-(2-{8-fluoro-2-methylimidazo[1,2-a]pyridin-6-yl}quinazolin-6-yl)-2,6-dimethylpiperazine-1-carboxylate FC=1C=2N(C=C(C1)C1=NC3=CC=C(C=C3C=N1)N1C[C@@H](N([C@H](C1)C)C(=O)OC(C)(C)C)C)C=C(N2)C